3-(3,5-dimethylisoxazol-4-yl)-N-(3-(7-fluoro-5-oxo-1-thioxo-1,2-dihydro-[1,2,4]triazolo[4,3-a]quinazolin-4(5H)-yl)propyl)propenamide CC1=NOC(=C1C=CC(=O)NCCCN1C=2N(C3=CC=C(C=C3C1=O)F)C(NN2)=S)C